C(C)(C)(C)OC(NCC(F)(F)C1=CC=C(C=C1)NC(=O)C1=NC=NC(=C1)C(NC1=CC=C(C=C1)C(CNC(=O)OC(C)(C)C)(F)F)=O)=O {2-[4-({6-[4-(2-tert-butoxycarbonylamino-1,1-difluoro-ethyl)-phenylcarbamoyl]-pyrimidine-4-carbonyl}-amino)-phenyl]-2,2-difluoro-ethyl}-carbamic acid tert-butyl ester